(((tert-butoxycarbonyl)(methyl)amino)methyl)potassium trifluoroborate B(F)(F)F.C(C)(C)(C)OC(=O)N(C)C[K]